2-(5-(2-(((R)-phenyl((R)-1,2,3,4-tetrahydropyrido[2,3-b]pyrazin-3-yl)methyl)amino)ethyl)thiophen-2-yl)acetic acid C1(=CC=CC=C1)[C@H]([C@H]1CNC2=C(N1)N=CC=C2)NCCC2=CC=C(S2)CC(=O)O